N-(1H-indazol-5-yl)-3-[5-(morpholinomethyl)-1,2,4-oxadiazol-3-yl]imidazo[1,2-b]pyridazin-6-amine N1N=CC2=CC(=CC=C12)NC=1C=CC=2N(N1)C(=CN2)C2=NOC(=N2)CN2CCOCC2